COC1=CC=C(C=C1)[C@H](C)N1CC(CC1=O)C(=O)O 1-((S)-1-(4-methoxyphenyl)ethyl)-5-oxopyrrolidine-3-carboxylic acid